CS(=O)(=O)O[C@H]1CC[C@@]2(C3CC[C@@]4(C(=CCC4C3CC=C2C1)N1C=NC(=C1)C(F)(F)F)C)C (3S,10R,13S)-17-(4-Trifluoromethyl-1H-imidazol-1-yl)-10,13-dimethyl-2,3,4,7,8,9,10,11,12,13,14,15-dodecahydro-1H-cyclopenta[a]phenanthren-3-yl methanesulfonate